1H-pyrazolo[3,4-b]Pyrazin-5-ol N1N=CC=2C1=NC=C(N2)O